COC=1C=C2CCN(C(C2=CC1NC1=NC=C2C(=N1)N(N=C2)C[C@H]2N(CCC2)C(C)=O)C(F)(F)F)C 1-((2S)-2-((6-((6-methoxy-2-methyl-1-(trifluoromethyl)-1,2,3,4-tetrahydroisoquinolin-7-yl)amino)-1H-pyrazolo[3,4-d]pyrimidin-1-yl)methyl)pyrrolidin-1-yl)ethan-1-one